(E)-2-(hex-2-en-1-yl)-2,5,5-trimethylcyclopentan-1-one C(\C=C\CCC)C1(C(C(CC1)(C)C)=O)C